{3-[(2-chloro-5-fluorophenyl)carbonyl]-4-cyano-6-fluoro-2-naphthyl}-4-methylbenzenesulfonamide ClC1=C(C=C(C=C1)F)C(=O)C=1C(=CC2=CC=C(C=C2C1C#N)F)C1=C(C=CC(=C1)C)S(=O)(=O)N